1-(1-isopropoxy-3-phenylpropyl)-1H-benzo[d][1,2,3]triazole C(C)(C)OC(CCC1=CC=CC=C1)N1N=NC2=C1C=CC=C2